ClC1=NC=CC=2C3=C(N(C(=N3)C)C)C3(COC3)N(C12)C 6-chloro-2,3,5-trimethyl-3,5-dihydrospiro[imidazo[4,5-c][1,7]naphthyridine-4,3'-oxetane]